FC(OC1=C(C=CC=C1)[C@H]1CCN2N1C=1C=C(C=CC1C2=O)C=2C=NC(=NC2)NC[C@H]2CNC(C2)=O)F (R)-3-(2-(difluoromethoxy)phenyl)-6-(2-((((S)-5-oxopyrrolidin-3-yl)methyl)amino)pyrimidin-5-yl)-2,3-dihydropyrazolo[1,2-a]indazol-9(1H)-one